[2-(aminomethyl)-3,3-difluoro-allyl]-4-[[4-(4-methylsulfonylphenyl)phenyl]methyl]-1,2,4-triazol-3-one trifluoroacetate salt FC(C(=O)O)(F)F.NCC(CC=1N(C(NN1)=O)CC1=CC=C(C=C1)C1=CC=C(C=C1)S(=O)(=O)C)=C(F)F